N1(CCCC1)C1=CC(=[N+](C(=N1)N)[O-])N 6-pyrrolidinyl-2,4-diaminopyrimidine-3-oxide